BrC1=C2C=CC(=NC2=NC=C1)NC(C)=O N-(5-bromo-1,8-naphthyridin-2-yl)acetamide